BrC1=C(C=C(OCCCCCCOC2=CC=C(C=O)C=C2)C=C1C)C 4-((6-(4-bromo-3,5-dimethylphenoxy)hexyl)oxy)benzaldehyde